C(C)(C)(C)OC(=O)NC1CC(C1)C1=NN(C2=CC(=C(C=C12)C)C=1C=C(C=2N(C1)N=CN2)C)C(=O)OC(C)(C)C tert-Butyl 3-(3-((tert-butoxycarbonyl)amino)cyclobutyl)-5-methyl-6-(8-methyl-[1,2,4]triazolo[1,5-a]pyridin-6-yl)-1H-indazole-1-carboxylate